3-methyl-N-[(5-phenyl-1,3,4-thiadiazol-2-yl)methyl]thiophene-2-carboxamide CC1=C(SC=C1)C(=O)NCC=1SC(=NN1)C1=CC=CC=C1